2-[4-[(3s)-3-piperidyl]phenyl]indazole-7-carboxamide N1C[C@@H](CCC1)C1=CC=C(C=C1)N1N=C2C(=CC=CC2=C1)C(=O)N